(S)-1-(1-(3-chloro-2-fluorophenyl)ethyl)-4-((3-fluoro-6-((5-methyl-1H-pyrazol-3-yl)amino)pyridin-2-yl)methyl)piperidine-4-carboxylic acid ClC=1C(=C(C=CC1)[C@H](C)N1CCC(CC1)(C(=O)O)CC1=NC(=CC=C1F)NC1=NNC(=C1)C)F